CN1CC(C1)(C)[C@@](C=1C=C(C=CC1)C1=NOC(N1)=O)(C1=CC=C(C=C1)C(C)C)O (S)-3-(3-((1,3-dimethylazetidin-3-yl)(hydroxy)(4-isopropylphenyl)methyl)phenyl)-1,2,4-oxadiazol-5(4H)-one